OC(CC(=O)O)(CC(=O)[O-])C(=O)[O-].[Na+].[Na+].ClC1=NN(C=C1)C#C[Si](C(C)C)(C(C)C)C(C)C 2-(3-Chloropyrazol-1-yl)ethynyl-(triisopropyl)silane disodium hydrogen 2-hydroxypropane-1,2,3-tricarboxylate